ClCC=1C(=C(C=CC1)C1=CC=CC=C1)C 3-(chloromethyl)-2-methyl-1,1'-biphenyl